ClC1=NC=C(C(=C1)N[C@H](CCOC1=C(C(=NN1C)C)C1=NC=CC(=N1)N)C)C1=NC=C(C=N1)C(C)(C)F (S)-2-(5-(3-((2-Chloro-5-(5-(2-fluoropropan-2-yl)pyrimidin-2-yl)pyridin-4-yl)amino)butoxy)-1,3-dimethyl-1H-pyrazol-4-yl)pyrimidin-4-amine